P(=O)(OCCOC(C=C)=O)(OCC[N+](C)(C)C)[O-] acryloyloxyethyl (2-(trimethylammonio) ethyl) phosphate